NC1=CC(=C(OC=2C=C(OCCOC3CCN(CC3)C=3C=NC(=NC3)C(=O)OC)C=CC2)C=C1)C=1C2=C(C(N(C1)C)=O)N(C=C2)S(=O)(=O)C2=CC=C(C=C2)C methyl 5-[4-[2-[3-[4-amino-2-[6-methyl-7-oxo-1-(p-tolylsulfonyl)pyrrolo[2,3-c]pyridin-4-yl]phenoxy] phenoxy]ethoxy]-1-piperidyl]pyrimidine-2-carboxylate